2-vinyl-5-methoxy-6-methyl-(4,4-bipyridine)-3-carboxylic acid benzyl ester C(C1=CC=CC=C1)OC(=O)C=1C(=NC(=C(C1C1=CC=NC=C1)OC)C)C=C